2-(2-(azetidin-1-yl)pyridin-3-yl)-9-(4-(1-methyl-4-(trifluoromethyl)-1H-imidazol-2-yl)benzyl)-7,9-dihydro-8H-purin-8-one N1(CCC1)C1=NC=CC=C1C1=NC=C2NC(N(C2=N1)CC1=CC=C(C=C1)C=1N(C=C(N1)C(F)(F)F)C)=O